NC=1C2=C(N=CN1)N(C(=C2C2=C(C=C(C=C2)OC2=NC=CC=C2)OC)C#CC2[C@@H]1CN(C[C@H]21)C(\C=C\CN(C)C)=O)C (E)-1-((1R,5S,6s)-6-((4-amino-5-(2-methoxy-4-(pyridin-2-yloxy)phenyl)-7-methyl-7H-pyrrolo[2,3-d]pyrimidin-6-yl)ethynyl)-3-azabicyclo[3.1.0]hexan-3-yl)-4-(dimethylamino)but-2-en-1-one